FC1=CC=C(C=C1)C=1C(=NC=CC1)[C@H]1N(CCC1)C1=NC(=CC(=C1)C(F)(F)F)C(F)(F)F (S)-2-(2-(3-(4-fluorophenyl)pyridin-2-yl)pyrrolidin-1-yl)-4,6-bis(trifluoromethyl)pyridine